ditolyltin C1(=C(C=CC=C1)[Sn]C1=C(C=CC=C1)C)C